C(#N)C=1C=C(C=CC1)N1C=C(C2=C1N=CN=C2N2[C@H](CN(CC2)C(=O)OC(C)(C)C)C)C=2C=NN(C2)C tert-butyl (S)-4-(7-(3-cyanophenyl)-5-(1-methyl-1H-pyrazol-4-yl)-7H-pyrrolo[2,3-d]pyrimidin-4-yl)-3-methylpiperazine-1-carboxylate